[Pt].[Pt].[Pt].[Ti] titanium triplatinum